COC1=C(C=C(C=C1)O)C=1C=NC=C(C1)C1=NN=CN1COCC[Si](C)(C)C 4-methoxy-3-(5-(4-((2-(trimethylsilyl)ethoxy)methyl)-4H-1,2,4-triazol-3-yl)pyridin-3-yl)phenol